3-(5-(1-isopropyl-5-phenyl-1H-pyrazol-3-yl)-1-oxoisoindolin-2-yl)piperidine-2,6-dione C(C)(C)N1N=C(C=C1C1=CC=CC=C1)C=1C=C2CN(C(C2=CC1)=O)C1C(NC(CC1)=O)=O